C(#C)C=1C(=CC=C2C=CC=C(C12)C1=C(C=C2C(=NC(=NC2=C1F)OCC12CCCN2CCC1)N1C[C@@H](NCC1)CC#N)F)F 2-((2S)-4-(7-(8-ethynyl-7-fluoronaphthalen-1-yl)-6,8-difluoro-2-((tetrahydro-1H-pyrrolizine-7a(5H)-yl)methoxy)quinazolin-4-yl)piperazin-2-yl)acetonitrile